3-isopropenyl-1H-quinolin-4-one C(=C)(C)C1=CNC2=CC=CC=C2C1=O